N1=C(NC2=C1C=CC=C2)CN(CC=2NC1=C(N2)C=CC=C1)CC1=CC(=CC=C1)CN(CC=1NC2=C(N1)C=CC=C2)CC=2NC1=C(N2)C=CC=C1 1,3-Bis-(bis-(2-benzimidazolylmethyl)aminomethyl)-benzene